(R)-1-(2-fluoro-4-(trifluoromethyl)phenyl)-2-methylpropan FC1=C(C=CC(=C1)C(F)(F)F)CC(C)C